(2R)-2-[3-(trifluoromethyl)phenoxy]butane-1,4-diol FC(C=1C=C(O[C@@H](CO)CCO)C=CC1)(F)F